COC1=C(C(=CC(=C1)C=CC)OC)O 2,6-dimethoxy-4-prop-1-enyl-phenol